C(C(C)C)C1=CC=C(C=C1)C=1C=C2CC([C@H](C2=CC1C)NC(O[C@@H]1CN2CCC1CC2)=O)(C)C (S)-quinuclidin-3-yl ((R)-5-(4-isobutylphenyl)-2,2,6-trimethyl-2,3-dihydro-1H-inden-1-yl)carbamate